8-[(2s,5r)-4-{[3-(difluoromethyl)-1,2,4-oxadiazol-5-yl](4-fluorophenyl)methyl}-2,5-dimethylpiperazin-1-yl]-5-methyl-6-oxo-5,6-dihydro-1,5-naphthyridine-2-carbonitrile FC(C1=NOC(=N1)C(N1C[C@@H](N(C[C@H]1C)C1=CC(N(C=2C=CC(=NC12)C#N)C)=O)C)C1=CC=C(C=C1)F)F